NC=1C=C(C(C(=O)O)=CC1)O.NCCCC(CCC)O[Si](OCCCC)(OCCCC)CCCC (aminopropyl)butyl-tributyl-oxysilane p-Aminosalicylat